C1(CC1)C(CCOC1=NN(C=C1)C=1N=C2N3C(CC(CCCN4C=CC(S(NC(C2=CC1)=O)(=O)=O)=N4)C3)(C)C)C3CC3 4-[3-(3,3-Dicyclopropylpropoxy)-1H-pyrazol-1-yl]-20,20-dimethyl-10λ6-thia-1,3,9,14,22-pentaazatetracyclo[16.2.1.111,14.02,7]docosa-2,4,6,11(22),12-pentaene-8,10,10-trione